3-methyl-2-[6-[(2S)-2-methylmorpholin-4-yl]pyridazin-3-yl]-5-(trifluoromethyl)phenol CC=1C(=C(C=C(C1)C(F)(F)F)O)C=1N=NC(=CC1)N1C[C@@H](OCC1)C